N-methyl-1-(4-(5-(trifluoromethyl)-1,2,4-oxadiazol-3-yl)phenyl)methanamine CNCC1=CC=C(C=C1)C1=NOC(=N1)C(F)(F)F